C(=O)[O-].FC(OC1=CC=C(C=C1)C1=CN=C2N1C=CN=C2NC2=CC(=C(C(=O)N(C)CCC1CCN(CC1)C(CC(C[N+](C)(C)C)O)=O)C=C2)C)F 4-(4-(2-(4-((3-(4-(Difluoromethoxy)phenyl)imidazo[1,2-a]pyrazin-8-yl)amino)-N,2-dimethylbenzamido)ethyl)piperidin-1-yl)-2-hydroxy-N,N,N-trimethyl-4-oxobutan-1-aminium formate